ClC=1C=C(N)C=CC1C1CC1 3-chloro-4-cyclopropylaniline